FC1=C(OC2C[C@@H]3[C@@H](CN(C3)CC(=O)C3=CC=C(C=C3)O)C2)C=CC=C1OC 2-((3aR,5s,6aS)-5-(2-fluoro-3-methoxyphenoxy)hexahydrocyclopenta[c]pyrrol-2(1H)-yl)-1-(4-hydroxyphenyl)ethanone